FC(C1=CC=C(OC(C)C2CN(C2)C(=O)N2C[C@@H]3[C@@H](OCC(N3)=O)CC2)C=C1)(F)F (4aR,8aS)-6-(3-(1-(4-(Trifluoromethyl)phenoxy)ethyl)azetidine-1-carbonyl)hexahydro-2H-pyrido[4,3-b][1,4]oxazin-3(4H)-one